9-(2,2-difluoroethoxy)-1-methyl-4-(tetrahydropyran-2-ylmethylamino)-6,7-dihydrobenzo[a]quinolizin-2-one FC(COC1=CC2=C(C3=C(C(C=C(N3CC2)NCC2OCCCC2)=O)C)C=C1)F